CNC(=O)C=1C(=C(C=CC1)N1CC(C1)OC1=CC=C(C=C1)NC(CC=1C=NC=CC1)=O)C1=CC=CC=C1 N-methyl-6-(3-(4-(2-(pyridin-3-yl)acetamido)phenoxy)azetidin-1-yl)-[1,1'-biphenyl]-2-carboxamide